N-(1,1-dicyclopropyl-2,2,2-trifluoroethyl)-7-[(3R,4R)-3,4-dihydroxypyrrolidin-1-yl]-6-fluoro-4-oxo-1-(2,4,6-trifluorophenyl)-1,4-dihydro-1,8-naphthyridine-3-carboxamide C1(CC1)C(C(F)(F)F)(C1CC1)NC(=O)C1=CN(C2=NC(=C(C=C2C1=O)F)N1C[C@H]([C@@H](C1)O)O)C1=C(C=C(C=C1F)F)F